OC(=O)C(F)(F)F.FC=1C=C(C=NC1)C1NOCC1 3-(5-fluoropyridin-3-yl)isoxazolidine TFA salt